FC1=CC=C(C=C1)NC(CCC=C)=O N-(4-fluorophenyl)pent-4-enamide